bromopropyl-dimethyl-methoxysilane BrCCC[Si](OC)(C)C